1-[5-(1-methyl-cyclopropoxy)indazol-1-yl]ethanone CC1(CC1)OC=1C=C2C=NN(C2=CC1)C(C)=O